C(C1=CC=CC=C1)NC(C#N)CC(C(F)(F)F)C 2-(benzylamino)-5,5,5-trifluoro-4-methyl-pentanenitrile